FC1=C(OC2=CC3=C(N=C(N=C3)NC3CN(CCC3)C(=O)OC(C)(C)C)N3C2=NCC3)C=CC(=C1)F tert-butyl 3-((6-(2,4-difluorophenoxy)-8,9-dihydroimidazo[1',2':1,6]pyrido[2,3-d]pyrimidin-2-yl)amino)piperidine-1-carboxylate